O=C1NC(CCC1N1C(C2=CC(=C(C=C2C1=O)N1CCC(CC1)C=O)F)=O)=O 1-(2-(2,6-dioxopiperidin-3-yl)-6-fluoro-1,3-dioxoisoindoline-5-yl)piperidine-4-carboxaldehyde